C(C)B1OB(OB(O1)CC)CC triethyl-boroxine